(3-fluoro-4-pyridyl)hydrazine FC=1C=NC=CC1NN